BrC=1C=C(C(=NC1)OCCCN1CCCC1)[N+](=O)[O-] 5-Bromo-3-nitro-2-(3-(pyrrolidin-1-yl)propoxy)pyridine